2-[3-methoxy-4-(3-piperidinopropoxy)phenylamino]-4-(2-methyl-2,3-dihydro-1,4-dioxa-5-aza-7-naphthylamino)pyrimidine COC=1C=C(C=CC1OCCCN1CCCCC1)NC1=NC=CC(=N1)NC1=CN=C2OCC(OC2=C1)C